C1(CCCC1)OC=1C=C(C=CC1)C=1C=C2CCC(OC2=CC1)CCC(=O)O 3-[6-[3-(cyclopentyloxy)phenyl]chroman-2-yl]propionic acid